O[C@H](CC(=O)OCC)CI Ethyl (R)-3-hydroxy-4-iodobutanoate